C1(=CC=CC=C1)N(C(O)=O)C1=NC(=CC(=C1)C)C.C1(=CC=CC=C1)C=1C(=C(C(=C(C1)C=1C(=CC=CC1)C1=CC=CC=C1)C1=CC=CC=2OC3=C(C21)C=CC=C3)C3=NN=NC=C3)C3=CC=CC=C3 diphenyltriazinyl-(dibenzofuranyl)terbenzene phenyl-(4,6-dimethylpyridin-2-yl)carbamate